(S)-1-(4-(6-chloro-2-(2-(dimethylamino)ethoxy)-8-fluoro-7-(3-hydroxy-naphthalen-1-yl)quinazolin-4-yl)piperazin-1-yl)prop-2-en-1-one ClC=1C=C2C(=NC(=NC2=C(C1C1=CC(=CC2=CC=CC=C12)O)F)OCCN(C)C)N1CCN(CC1)C(C=C)=O